7-chloro-1-(((S)-2,2-difluorocyclopropyl)methyl)-5-(2-methyl-2H-indazol-5-yl)-6-oxo-5,6-dihydro-1H-pyrrolo[3,2-b]pyridine-3-carbonitrile ClC1=C2C(=NC(C1=O)C1=CC3=CN(N=C3C=C1)C)C(=CN2C[C@H]2C(C2)(F)F)C#N